[I-].C(CC)C1=NC=CC=C1 propylpyridine iodide